ONC(C1=CC=C(C=C1)NC(=O)NC1=CC=C(C=C1)C=1C=NC=CC1)=O N-hydroxy-4-(3-(4-(pyridin-3-yl)phenyl)ureido)benzamide